C1N(CCC2=CC=CC=C12)C[C@H](CN1CC(OC2=C(C1=O)C=CC(=C2)OC2CCN(CC2)C)(C)C)O 4-[(2R)-3-(3,4-dihydro-1H-isoquinolin-2-yl)-2-hydroxy-propyl]-2,2-dimethyl-8-[(1-methyl-4-piperidyl)oxy]-3H-1,4-benzoxazepin-5-one